(6-amino-9H-purinyl)-3,4-dihydroxytetrahydrofuran NC1=C2N=CNC2=NC(=N1)C1OCC(C1O)O